1-(5-Bromo-2-methylphenyl)urea BrC=1C=CC(=C(C1)NC(=O)N)C